F\C(=C/CNC(OC(C)(C)C)=O)\C(S(=O)(=O)C1=C(C=CC=C1)C)(F)F tert-butyl (Z)-(3,4,4-trifluoro-4-(o-tolylsulfonyl)but-2-en-1-yl)carbamate